N1N=CC2=CC(=CC=C12)S(=O)(=O)N1CCC2(CC(CO2)NC[C@@H](COC=2C=C(C=CC2)S(=O)(=O)NC)O)CC1 3-((2S)-3-(8-(1H-indazol-5-ylsulfonyl)-1-oxa-8-azaspiro[4.5]decan-3-ylamino)-2-hydroxypropoxy)-N-methylbenzenesulfonamide